ditetradecyl 3,3-thiodipropionate CCCCCCCCCCCCCCOC(=O)CCSCCC(=O)OCCCCCCCCCCCCCC